C(#N)C1=CC=C(C=C1)C=CC1=CC(=CC=C1)C(F)(F)F 2-(4-cyanophenyl)-1-[3-(trifluoromethyl)phenyl]Ethylene